NC1=NC=2C=C(C=CC2C2=C1N=C(N2C[C@H]2C([C@H]2CO)(F)F)C(C)CCC)CC2=CC=C(C=C2)CCN ((1R,3S)-3-((4-amino-7-(4-(2-aminoethyl)benzyl)-2-(pentan-2-yl)-1H-imidazo[4,5-c]quinolin-1-yl)methyl)-2,2-difluorocyclopropyl)methanol